(1-((3,3-difluorocyclopentyl)methyl)-1H-indol-5-yl)acrylamide FC1(CC(CC1)CN1C=CC2=CC(=CC=C12)C(C(=O)N)=C)F